4-amino-N-(5-methylpyridin-2-yl)-1-(tetrahydro-2H-pyran-2-yl)-1H-indazole-5-carboxamide NC1=C2C=NN(C2=CC=C1C(=O)NC1=NC=C(C=C1)C)C1OCCCC1